4-(2'-fluoro-[1,1'-biphenyl]-4-yl)-N-(pyridin-3-yl)piperazine-1-carboxamide FC1=C(C=CC=C1)C1=CC=C(C=C1)N1CCN(CC1)C(=O)NC=1C=NC=CC1